N-(2-(2-(2-hydroxyethoxy)ethoxy)ethyl)-5-((3aS,6aR)-2-oxohexahydro-1H-thieno[3,4-d]imidazol-4-yl)pentanamide OCCOCCOCCNC(CCCCC1SC[C@@H]2NC(N[C@@H]21)=O)=O